CC(C(=O)N)(CCCCCCC)C dimethyl-pelargonic acid amide